4-(4-isopropoxyphenyl)sulfonylmorpholin C(C)(C)OC1=CC=C(C=C1)S(=O)(=O)N1CCOCC1